C1=CC=CC=2N=CC=NC3=C(C21)C=CC=C3 dibenzo[e,g][1,4]diazocine